CC1(CC1)NS(=O)(=O)C1=CC(=C2C=CC(=NC2=C1)NC(OC(C)(C)C)=O)N1CCC2(COC2)CC1 tert-butyl (7-(N-(1-methylcyclopropyl)sulfamoyl)-5-(2-oxa-7-azaspiro[3.5]nonan-7-yl)quinolin-2-yl)carbamate